2-chloro-6-(trifluoromethyl)-1,5-naphthyridine ClC1=NC2=CC=C(N=C2C=C1)C(F)(F)F